C(#N)C1=CC=C(C=C1)C1(CCN(CC1)C(=O)C=1C=CC(=C(C1)NC(=O)NC1COCC1)CC)F (5-(4-(4-cyanophenyl)-4-fluoropiperidine-1-carbonyl)-2-ethylphenyl)-3-(tetrahydrofuran-3-yl)urea